methyl 2-(4-ethyl-1-methylpiperazin-2-yl)acetate C(C)N1CC(N(CC1)C)CC(=O)OC